C(#N)C1=CC=C2CCN=CC2=C1 7-cyano-3,4-dihydroisoquinolin